ClC1=CC=C(C=C1)NC(NCCC1=CC(=CC=C1)F)=O 3-(4-Chlorophenyl)1-[2-(3-fluorophenyl)ethyl]urea